FC1=C(C=C(C=N1)S(=O)(=O)Cl)OC 6-fluoro-5-methoxypyridine-3-sulfonyl chloride